4-((cis-3-carbamoyl-cyclobutyl)amino)-2-(methylthio)pyrimidine-5-carboxylic acid ethyl ester C(C)OC(=O)C=1C(=NC(=NC1)SC)N[C@@H]1C[C@@H](C1)C(N)=O